CC=1C=CCN(C1)C1=NC(=C(N=C1C)C)C 5-methyl-1-(3,5,6-trimethyl-pyrazin-2-yl)pyridine